3-(3-Chloro-4-fluorophenyl)-1-(9-fluoro-6-oxo-1,4,5,6-tetrahydro-2H-pyrano[3,4-c]isoquinolin-1-yl)-1-methylurea ClC=1C=C(C=CC1F)NC(N(C)C1COCC=2NC(C=3C=CC(=CC3C21)F)=O)=O